5-methyl-2-propan-2-ylcyclohexane CC1CCC(CC1)C(C)C